O1CCC(CC1)CNC(=O)C=1C=2C[C@@H]3[C@H](C2N(N1)CC(C)(C)O)C3 (1aR,5aR)-2-(2-Hydroxy-2-methyl-propyl)-1a,2,5,5a-tetrahydro-1H-2,3-diaza-cyclopropa[a]pentalene-4-carboxylic acid (tetrahydro-pyran-4-ylmethyl)-amide